6-chloro-5-iodo-1-methyl-1,3-benzodiazole ClC=1C(=CC2=C(N(C=N2)C)C1)I